[N+](=O)([O-])C1=CC2=C(N(C(CO2)=O)C(C)C2=CC=CC=C2)C=C1 7-nitro-4-(1-phenylethyl)-2H-1,4-benzoxazin-3-one